(R)- or (S)-3-bromo-5-(1-(4-(trifluoromethyl)phenyl)-1,2,3,4-tetrahydroquinolin-3-yl)-4,5-dihydroisoxazole BrC1=NO[C@H](C1)C1CN(C2=CC=CC=C2C1)C1=CC=C(C=C1)C(F)(F)F |o1:4|